N-(5-(difluoromethoxy)-1H-pyrazol-3-yl)-6-(((3S,4S)-3-methoxypiperidin-4-yl)oxy)pyrazin-2-amine FC(OC1=CC(=NN1)NC1=NC(=CN=C1)O[C@@H]1[C@H](CNCC1)OC)F